methyl 2-[4-[2-((2R,6R)-2,6-dimethylmorpholin-4-yl)ethoxy]phenyl]acetate C[C@@H]1CN(C[C@H](O1)C)CCOC1=CC=C(C=C1)CC(=O)OC